CC=1C(=C(C(=NC1)C(=O)N)C)C trimethylpicolinamide